ClC1=CC=C(C=N1)S(=O)(=O)CC 6-chloro-3-(ethylsulfonyl)pyridine